3-[3,5-difluoro-6-(2-methoxyphenoxy)-2-pyridinyl]-1-methyl-6-trifluoromethyl-pyrimidine-2,4-dione FC=1C(=NC(=C(C1)F)OC1=C(C=CC=C1)OC)N1C(N(C(=CC1=O)C(F)(F)F)C)=O